3-fluoro-4-(1-methyl-4-(trifluoromethyl)-1H-imidazol-2-yl)benzonitrile FC=1C=C(C#N)C=CC1C=1N(C=C(N1)C(F)(F)F)C